3-(3-chloro-5-(trifluoromethyl)pyridin-2-yl)-benzothiazol-2(3H)-one-6-sulfonyl chloride ClC=1C(=NC=C(C1)C(F)(F)F)N1C(SC2=C1C=CC(=C2)S(=O)(=O)Cl)=O